NC1=C(C(=C(S1)C(=O)NC1=C(C=C(C=C1)C)C)C)C(=O)NCC#N 5-Amino-N4-(cyanomethyl)-N2-(2,4-dimethylphenyl)-3-methylthiophene-2,4-dicarboxamide